FC(C)(F)C=1C=C(C=CC1)NC(=O)C1C(=NN(C1=O)C=1C=C(C(=C(C1)C1=CC=CC=C1)OC)C1=CC=CC=C1)C N-(3-(1,1-difluoroethyl)phenyl)-1-(2'-methoxy-[1,1':3',1''-terphenyl]-5'-yl)-3-methyl-5-oxo-4,5-dihydro-1H-pyrazole-4-carboxamide